(1R,2S,3S,4R)-3-((7-bromo-2-chloropyrrolo[2,1-f][1,2,4]triazin-4-yl)amino)bicyclo[2.2.2]octane-2-carboxylic acid ethyl ester C(C)OC(=O)[C@H]1C2CCC([C@@H]1NC1=NC(=NN3C1=CC=C3Br)Cl)CC2